ClC1(C(C(=CC=C1N)C1=CC=C(N)C=C1)CC(CC(=O)NC1=CC=CC=C1)=O)Cl 3,3-dichlorobenzidineacetoacetanilide